C[C@@H]1CN(C[C@@H](O1)C)C(=O)C=1C2=C(N(N1)CC(=O)N1CCC(CC1)C1=C(C=CC(=C1)OC)F)CCC2 2-{3-[(2R,6S)-2,6-dimethylmorpholine-4-carbonyl]-5,6-dihydrocyclopenta[c]pyrazol-1(4H)-yl}-1-[4-(2-fluoro-5-methoxyphenyl)piperidin-1-yl]ethan-1-one